C1(CC1)C1=NOC=C1C(=O)N[C@H](C=1N=C2N(N=CC(=C2)CC2C(N[C@@H](C2)C(F)(F)F)=O)C1)C1CCC(CC1)(F)F 3-cyclopropyl-N-((1S)-(4,4-difluorocyclohexyl)(7-(((5S)-2-oxo-5-(trifluoromethyl)pyrrolidin-3-yl)methyl)imidazo[1,2-b]pyridazin-2-yl)methyl)isoxazole-4-carboxamide